3,5-dimethoxybenzyl carbamate (3,5-dimethoxy benzyl carbamate) COC=1C=C(CNC(O)=O)C=C(C1)OC.C(N)(OCC1=CC(=CC(=C1)OC)OC)=O